(S)- or (R)-2-Cyclopropyl-6-[1-(2-fluoro-6-methyl-phenyl)-piperidin-4-yl]-7-methyl-4-(2-trifluoromethylbenzyl)-2,4,6,7-tetrahydro-pyrazolo[4,3-d]pyrimidin-5-one C1(CC1)N1N=C2C(N(C(N([C@H]2C)C2CCN(CC2)C2=C(C=CC=C2C)F)=O)CC2=C(C=CC=C2)C(F)(F)F)=C1 |o1:10|